CC1(OC2=C(O1)C=CC=C2C2=CC(=C(OCCCC(=O)OCC)C(=C2)F)F)C ethyl 4-[4-(2,2-dimethyl-benzo[1,3]dioxol-4-yl)-2,6-difluoro-phenoxy]-butyrate